FC=1C=C(C=CC1)N1C(N([C@@H](C1)C#N)C1=CN=CC2=CC=CC=C12)=O (S)-1-(3-fluorophenyl)-3-(isoquinolin-4-yl)-2-oxoimidazoline-4-carbonitrile